OC1=C(C=O)C(=CC=C1)OC[C@H]1N(CCCC1)C(C1=C(C=CC=C1)CCN1CCCC1)=O (S)-2-hydroxy-6-((1-(2-(2-(pyrrolidin-1-yl)ethyl)benzoyl)piperidin-2-yl)methoxy)benzaldehyde